(1E)-phenylcyclohexanol C1(=CC=CC=C1)C1(CCCCC1)O